C(CC)(=O)O[C@@H]1[C@H](O[C@@]([C@@H]1O)(C#N)C1=CC=C2C(=NC=NN21)N)COC(C)=O (2R,3S,4R,5R)-2-(acetoxymethyl)-5-(4-aminopyrrolo[2,1-f][1,2,4]triazin-7-yl)-5-cyano-4-hydroxytetrahydrofuran-3-yl propionate